C(C)SC1=C(C(=CC(=C1)N1CC2=CC=C(C=C2CC1)F)CF)NC(CC(C)(C)C)=O N-(2-(ethylthio)-4-(6-fluoro-3,4-dihydroisoquinolin-2(1H)-yl)-6-(fluoromethyl)phenyl)-3,3-Dimethylbutanamide